N1CC=CC2=CN=CC=C12 1H-1,6-naphthyridin